Cl.NCC=1NC2=C(N1)C=CC(=C2)CNC(=O)C=2N=C1N(C(C2)=O)C=CC=C1 N-[[2-(Aminomethyl)-3H-benzimidazol-5-yl]methyl]-4-oxo-pyrido[1,2-a]pyrimidine-2-carboxamide hydrochloride